CC1=C(N)C(=CC(=C1)CC1=CC(=C(N)C(=C1)C(C)(C)C)C)C(C)(C)C 2,2'-dimethyl-6,6'-di-tert-butyl-4,4'-methylenebisaniline